FC1=CC=C(C=C1)[C@@H]1N(CCC2=CC=CC=C12)C(=O)[C@H]1C[C@@H]([C@@H](CO1)NC(OC(C)(C)C)=O)OC tert-butyl ((3R,4S,6R)-6-((S)-1-(4-fluorophenyl)-1,2,3,4-tetrahydroisoquinoline-2-carbonyl)-4-methoxytetrahydro-2H-pyran-3-yl)carbamate